ClC1=CC(=C(C(=O)N[C@@H]2CN(C[C@@H]2F)C(=O)C2CC(C2)(F)F)C=C1)F 4-chloro-N-[(3R,4S)-1-(3,3-difluorocyclobutanecarbonyl)-4-fluoropyrrolidin-3-yl]-2-fluorobenzamide